ClC=1C(=C(C=C(C1)F)NC1=CNC2=C1C(NCC2)=O)OC 3-[(3-chloro-5-fluoro-2-methoxyphenyl)amino]-1H,5H,6H,7H-pyrrolo[3,2-c]pyridin-4-one